tert-Butyl 6-(1-((6-((3,4-dihydroisoquinolin-2(1H)-yl)methyl)-4-oxo-4H-pyran-3-yl)oxy)ethyl)-2-azaspiro[3.3]heptane-2-carboxylate C1N(CCC2=CC=CC=C12)CC1=CC(C(=CO1)OC(C)C1CC2(CN(C2)C(=O)OC(C)(C)C)C1)=O